ClC1=C(C(C2=CC=CC=C2C1OC1=CC=CC=C1)OC1=CC=CC=C1)NCC1=C(C(=O)NC2=CC(=NC3=CC=CC=C23)C)C=CC=C1 ((3-chloro-1,4-diphenoxy-1,4-dihydronaphthalen-2-ylamino)methyl)-N-(2-methylquinolin-4-yl)benzamide